O=C([C@H](O)[C@@H](O)[C@H](O)[C@H](O)CO)[O-].[Na+] sodium D-gluconate